2,4,6-tribromo-5-methylpyrimidine BrC1=NC(=C(C(=N1)Br)C)Br